4-(3-(8-((4-morpholinophenyl)amino)-[1,2,4]triazolo[1,5-a]pyrazin-6-yl)benzamido)benzoic acid O1CCN(CC1)C1=CC=C(C=C1)NC=1C=2N(C=C(N1)C=1C=C(C(=O)NC3=CC=C(C(=O)O)C=C3)C=CC1)N=CN2